CN1N=CC(=C1)C=1N=C(C=2N(C1)N=CC2)C2CC1CCCC(C2)N1C(C=C)=O 1-[3-[6-(1-methylpyrazol-4-yl)pyrazolo[1,5-a]pyrazin-4-yl]-9-azabicyclo[3.3.1]nonan-9-yl]prop-2-en-1-one